C(OC1=CC(=CC=2C=COC21)C=O)([2H])([2H])[2H] 7-(methoxy-d3)benzofuran-5-carbaldehyde